ClC1=C(C=CC=C1)[S@](=O)C1=C(C=C(C(=O)N(C2=C(C=CC=C2)C)C)C=C1)[N+](=O)[O-] |r| (±)-4-[(2-chlorophenyl)sulfinyl]-N-methyl-N-(2-methylphenyl)-3-nitrobenzamide